2,6-dihydroxytoluene potassium salt [K].OC1=C(C)C(=CC=C1)O